N1(C=NC=C1)CC=1C=C(CNCCCCOCCNC2=C3C=NNC3=CC(=C2)C=2C=NNC2C#N)C=C(C1)OC(F)(F)F 4-(4-((2-(4-((3-((1H-imidazol-1-yl)methyl)-5-(trifluoromethoxy)benzyl)amino)butoxy)ethyl)amino)-1H-indazol-6-yl)-1H-pyrazole-5-carbonitrile